triphenyl-(pyridin-4-ylmethyl)phosphonium chloride [Cl-].C1(=CC=CC=C1)[P+](CC1=CC=NC=C1)(C1=CC=CC=C1)C1=CC=CC=C1